ClC=1SC(=CN1)CN\1COCN(/C1=N\[N+](=O)[O-])C (NE)-N-[3-[(2-chloro-1,3-thiazol-5-yl)methyl]-5-methyl-1,3,5-oxadiazinan-4-ylidene]nitramide